ClC1=CC=C(OC2(CCC(CC2)NC(OC(C)(C)C)=O)C(NC2=CC(=CC=C2)C2=CSC(=C2)C2=NOC(N2)=O)=O)C=C1 tert-butyl (4-(4-chlorophenoxy)-4-((3-(5-(5-oxo-4,5-dihydro-1,2,4-oxadiazol-3-yl)thiophen-3-yl)phenyl)carbamoyl)cyclohexyl)carbamate